FC1=CC=C(S1)CC[C@@]1(CN(CC1)C(C)(C)C=1C=CC(=NC1)C)C1=NN=CN1 |o1:8| (R or S)-5-(2-(3-(2-(5-fluoro-thiophen-2-yl)ethyl)-3-(4H-1,2,4-triazol-3-yl)pyrrolidin-1-yl)propan-2-yl)-2-methylpyridine